2,N6-di(t-butoxycarbonyl)-L-lysine C(C)(C)(C)OC(=O)[C@](N)(CCCCNC(=O)OC(C)(C)C)C(=O)O